NC1=C(C=CC(=N1)N1C2CN(C(C1)CC2)C(=O)OC(C)(C)C)[N+](=O)[O-] tert-butyl 5-(6-amino-5-nitropyridin-2-yl)-2,5-diazabicyclo[2.2.2]octane-2-carboxylate